CN1N=C(C=C1C=1C=2N(C(=NC1)NCC1=C(C=CC3=C1CCO3)F)C=C(N2)C#N)C 8-(1,3-dimethyl-1H-pyrazol-5-yl)-5-(((5-fluoro-2,3-dihydrobenzofuran-4-yl)methyl)amino)imidazo[1,2-c]pyrimidine-2-carbonitrile